Tert-butyl 2'-chloro-5'-methyl-6'-oxo-5',6'-dihydrospiro[piperidine-4,7'-pyrrolo[3,2-d]pyrimidine]-1-carboxylate ClC=1N=CC2=C(N1)C1(C(N2C)=O)CCN(CC1)C(=O)OC(C)(C)C